FC1(CC[C@H]([C@@H](C1)NC(=O)C1=CC(=C2C(=N1)CCO2)CC2=CC=C(C=C2)N2N=CC=C2)O)F N-(trans-5,5-difluoro-2-hydroxycyclohexyl)-7-(4-(1H-pyrazol-1-yl)benzyl)-2,3-dihydrofuro[3,2-b]pyridine-5-carboxamide